FC(SC1=NC=CC(=C1)CN)F (2-((difluoromethyl)thio)pyridin-4-yl)methylamine